9-((2R,4S,5R)-4-hydroxy-5-(hydroxymethyl)tetrahydrofuran-2-yl)-7,9-dihydro-1H-purine-6,8-dione O[C@H]1C[C@@H](O[C@@H]1CO)N1C=2N=CNC(C2NC1=O)=O